NC1=C(C=NN1C1=CC2=C(NC(=N2)C2CC2)C=C1)C(=O)C=1NC2=CC(=CC=C2C1)Br (5-Amino-1-(2-cyclopropyl-1H-benzo[d]imidazol-5-yl)-1H-pyrazol-4-yl)(6-bromo-1H-indol-2-yl)methanone